(R)-3-(6-(((3R,4R)-1-(5-chloro-4-((1-(2-methoxyethyl)-2-oxoindolin-5-yl)amino)pyrimidin-2-yl)-3-methylpiperidin-4-yl)amino)-1-methyl-1H-indazol-3-yl)piperidine-2,6-dione ClC=1C(=NC(=NC1)N1C[C@H]([C@@H](CC1)NC1=CC=C2C(=NN(C2=C1)C)[C@@H]1C(NC(CC1)=O)=O)C)NC=1C=C2CC(N(C2=CC1)CCOC)=O